FCCN1CCNCC1 1-(2-fluoroethyl)piperazine